[NH4+].FC=1C=C(C(=O)NCC23CCC(CC2)(CC3)C3=NOC(=N3)C3=NC=C(C=C3)C(F)(F)F)C=C(C1O)F 3,5-difluoro-4-hydroxy-N-[(4-{5-[5-(trifluoromethyl)pyridin-2-yl]-1,2,4-oxadiazol-3-yl}bicyclo[2.2.2]octan-1-yl)methyl]benzamide, ammonium salt